OCCCCNCCCCCCCC(=O)OCCC(CCCCC)CCCCC 3-pentyloctyl 8-((4-hydroxybutyl)amino)octanoate